NC[C@@H](COC1=CC=C(C=C1)C(C)(C)C1=CC(=C(C(=C1)Cl)OC[C@@H](CCl)O)Cl)O (S)-1-amino-3-(4-(2-(3,5-dichloro-4-((S)-3-chloro-2-hydroxypropoxy)phenyl)propan-2-yl)phenoxy)propan-2-ol